Methyl (3S)-3-[[3-(3-chloroanilino)-2,2-dimethyl-3-oxo-propanoyl]amino]butanoate ClC=1C=C(NC(C(C(=O)N[C@H](CC(=O)OC)C)(C)C)=O)C=CC1